ClC1=CC=C(C=C1)N(C(C1=CC(=C(C=C1)N(C(=O)NC1CC1)CCN1CCOCC1)C)=O)C1=CC=C(C=C1)Cl N-(4-chlorophenyl)-4-{3-cyclopropyl-1-[2-(4-morpholinyl)ethyl]ureido}-N-(4-chlorophenyl)-3-methylbenzamide